N-((1S,3R)-3-(6-((4-(2-Hydroxypropan-2-yl)-6-(2-methoxythiazol-5-yl)pyridin-2-yl)amino)-3-(methyl-d3)-2-oxo-2,3-dihydro-1H-imidazo[4,5-c]pyridin-1-yl)-1-methylcyclopentyl)acetamide OC(C)(C)C1=CC(=NC(=C1)C1=CN=C(S1)OC)NC1=CC2=C(C=N1)N(C(N2[C@H]2C[C@@](CC2)(C)NC(C)=O)=O)C([2H])([2H])[2H]